CC1(CC1)N1C[C@@H](CCC1)NC(OC(C)(C)C)=O tert-butyl (R)-(1-(1-methylcyclopropyl)piperidin-3-yl)carbamate